2-fluoro-phenethylammonium iodide [I-].FC1=C(CC[NH3+])C=CC=C1